4-(6-chloro-3-isopropyl-1H-indol-5-yl)piperidine-1-carboxylic acid tert-butyl ester C(C)(C)(C)OC(=O)N1CCC(CC1)C=1C=C2C(=CNC2=CC1Cl)C(C)C